BrC1=CC=C2C(=CC(=NC2=C1)N)NCC12COC(CC1)(CC2)C=C 7-bromo-N4-((1-vinyl-2-oxabicyclo[2.2.2]octan-4-yl)methyl)quinoline-2,4-diamine